[N+](=O)([O-])C1=CC=C(C=C1)C#CC(O)[Si](C)(C)C(C)(C)C 3-p-nitrophenyl-1-(tert-butyldimethylsilyl)-2-propyn-1-ol